2-methoxy-4-((8-methyl-2,3-dihydro-1H-pyrido[2,3-b][1,4]oxazin-7-yl)amino)nicotinic acid COC1=C(C(=O)O)C(=CC=N1)NC1=C(C2=C(OCCN2)N=C1)C